3-chloro-5-[(1R)-1-(4,6-dichloropyridin-3-yl)ethyl]-7-(trifluoromethyl)pyrrolo[3,2-b]pyrazine-6-carbonitrile ClC=1N=C2C(=NC1)C(=C(N2[C@H](C)C=2C=NC(=CC2Cl)Cl)C#N)C(F)(F)F